(S)-N-(5-chloro-2,4-difluorophenyl)-N-methyl-3-(6-methyl-4-(trifluoromethyl)pyridin-2-yl)-2-oxo-1-(2-(piperazin-1-yl)ethyl)imidazolidine-4-carboxamide ClC=1C(=CC(=C(C1)N(C(=O)[C@H]1N(C(N(C1)CCN1CCNCC1)=O)C1=NC(=CC(=C1)C(F)(F)F)C)C)F)F